FC(C1=CN=C2N1N=C(C=C2)C2=CNC=1N=C(N=CC12)NC(C)C)F 5-(3-(difluoromethyl)imidazo[1,2-b]pyridazin-6-yl)-N-isopropyl-7H-pyrrolo[2,3-d]pyrimidin-2-amine